tert-butyl 4-(4-amino-3-chlorophenyl)-3-oxopiperazine-1-carboxylate NC1=C(C=C(C=C1)N1C(CN(CC1)C(=O)OC(C)(C)C)=O)Cl